[Fe](Cl)Cl.ClC1=C(C(=CC(=C1)Cl)C)N=C(C)C1=NC(=CC=C1)C(C)=NC1=C(C=C(C=C1C)Cl)Cl 2,6-Bis[1-(2,4-dichloro-6-methylphenylimino)ethyl]pyridine iron(II) dichloride